BrC1=C(C=C(C=2N=CN(C21)C)C2=CC=C(C=C2)OC(F)(F)F)C(=O)N=[N+]=[N-] 4-bromo-3-methyl-7-[4-(trifluoromethoxy)phenyl]benzimidazole-5-carbonyl azide